2-methyl-4-(methylsulfonyl)-6-(3-(trifluoromethyl)-1H-1,2,4-triazol-1-yl)pyrimidine CC1=NC(=CC(=N1)S(=O)(=O)C)N1N=C(N=C1)C(F)(F)F